3-(4-Amino-3-chlorophenethyl)-2-(1-(4-bromophenyl)-3-(4-fluorophenyl)-1H-pyrazol-4-yl)-5-Methyloxazolidin-4-one NC1=C(C=C(CCN2C(OC(C2=O)C)C=2C(=NN(C2)C2=CC=C(C=C2)Br)C2=CC=C(C=C2)F)C=C1)Cl